[Na+].C(CCCCC)S(=O)(=O)[O-] 1-hexanesulphonic acid sodium salt